Calcium (R)-pantothenate C(CCNC([C@H](O)C(C)(C)CO)=O)(=O)[O-].[Ca+2].C(CCNC([C@H](O)C(C)(C)CO)=O)(=O)[O-]